C(CC(=O)O)(=O)O cis-malonic acid